FC(OC1=NN(C(=C1)NC(=O)N)C)F (3-(difluoromethoxy)-1-methyl-1H-pyrazol-5-yl)urea